BrC1=CC(=C2C(=NC=NN21)N(COCC[Si](C)(C)C)COCC[Si](C)(C)C)F 7-bromo-5-fluoro-N,N-bis((2-(trimethylsilyl)ethoxy)methyl)pyrrolo[2,1-f][1,2,4]triazin-4-amine